C(C)(=O)OCC1=CC=C(C=C1)N1C(=NC=2C1=NC(=CC2)C2=C(C=NC=C2)C#N)C=2C(=NC=CC2)N 4-(2-(2-aminopyridin-3-yl)-5-(3-cyanopyridin-4-yl)-3H-imidazo[4,5-b]pyridin-3-yl)benzyl acetate